4-Hydroxy-2,2,6,6-tetramethylpiperidin-1-oxybenzoate OC1CC(N(C(C1)(C)C)OC1=C(C(=O)[O-])C=CC=C1)(C)C